(5-((4-(4-benzyl-5-oxo-4,5-dihydro-1H-1,2,4-triazol-1-yl)phenyl)sulfonyl)-4-methylthiazol-2-yl)carbamic acid tert-butyl ester C(C)(C)(C)OC(NC=1SC(=C(N1)C)S(=O)(=O)C1=CC=C(C=C1)N1N=CN(C1=O)CC1=CC=CC=C1)=O